NC1=C(C=C(C=N1)C=1C=C2N(N1)CC[C@]21CN(CC1)C(=O)NCC1=CC=NC=C1)C(F)(F)F |r| (rac)-2'-[6-amino-5-(trifluoromethyl)pyridin-3-yl]-N-[(pyridin-4-yl)methyl]-5',6'-dihydrospiro[pyrrolidine-3,4'-pyrrolo[1,2-b]pyrazole]-1-carboxamide